2-(2-methyl-[1,2,4]triazolo[1,5-b]pyridazin-6-yl)-7-(2,7-diazaspiro[3.5]nonan-2-yl)-4H-pyrido[1,2-a]pyrimidin-4-one CC1=NN2N=C(C=CC2=N1)C=1N=C2N(C(C1)=O)C=C(C=C2)N2CC1(C2)CCNCC1